BrC=1C=C2C(=NC(=NC2=CC1)C(=O)OCC)NCC1=CC(=CC=C1)Cl ethyl 6-bromo-4-((3-chlorobenzyl)amino)quinazoline-2-carboxylate